N1=C(C=CC=C1)C1=NNC=C1C1=CC=NC2=CC=CC=C12 4-[3-(2-Pyridinyl)-1H-pyrazol-4-yl]-quinoline